N1CNCC2=C1C=CC=N2 TETRAHYDROPYRIDOPYRIMIDIN